N-benzyl-indol-3-yl-butanoic acid C(C1=CC=CC=C1)N1C=C(C2=CC=CC=C12)C(C(=O)O)CC